4-((methyl-(prop-2-yn-1-yl)amino)methyl)phenol CN(CC#C)CC1=CC=C(C=C1)O